N-(4'-((3-fluoro-5-(methylsulfonyl)phenyl)amino)-5-(2-hydroxypropan-2-yl)-[2,3'-bipyridin]-6'-yl)acetamide FC=1C=C(C=C(C1)S(=O)(=O)C)NC1=C(C=NC(=C1)NC(C)=O)C1=NC=C(C=C1)C(C)(C)O